1-{1-[1-(4-bromophenyl)ethyl]piperidin-4-yl}-1,3-dihydro-2H-benzimidazol-2-one BrC1=CC=C(C=C1)C(C)N1CCC(CC1)N1C(NC2=C1C=CC=C2)=O